4-bromo-4'-chlorobiphenyl-2-amine BrC=1C=C(C(=CC1)C1=CC=C(C=C1)Cl)N